CN(C1=CC=C2C(=CC(OC2=C1)=O)C)C 7-(dimethylamino)-4-methylcoumarin